C1=C(C=CC=2C3=CC=CC=C3NC12)[SiH2]CC (2-carbazolyl)-ethyl-silane